2,4-dihydroxyl-6-methylpyridine OC1=NC(=CC(=C1)O)C